ClC1=NC=CC(=C1[N+](=O)[O-])N1N=NC(=C1)C(C)C 2-chloro-4-(4-isopropyl-1H-1,2,3-triazol-1-yl)-3-nitropyridine